C1(CCCC1)OC1=C(C=C2CCN(C(C2=C1)CCC1=CNC2=CC(=CC=C12)C)C=O)OC 7-(cyclopentyloxy)-6-methoxy-1-(2-(6-methyl-1H-indol-3-yl)ethyl)-3,4-dihydroisoquinoline-2(1H)-formaldehyde